ClC=1C=C(C=C(C1)NS(=O)(=O)C)NC(=O)C=1C=NN(C1)C1=NC=C(C=C1)OC N-(3-chloro-5-(methylsulfonamido)phenyl)-1-(5-methoxypyridin-2-yl)-1H-pyrazole-4-carboxamide